(M)-6,7-dichloro-1-(2-isopropyl-4-methylpyridin-3-yl)pyrido[2,3-d]pyrimidine-2,4(1H,3H)-dione ClC1=CC2=C(N(C(NC2=O)=O)C=2C(=NC=CC2C)C(C)C)N=C1Cl